ClC1=CC=C(C=C1)C1OC(=C(C1=O)OS(=O)(=O)CC1=C(C=CC=C1)C(F)(F)F)N 2-(4-chlorophenyl)-4-[[2-trifluoromethylphenylmethylsulfonyl]oxy]-5-amino-3(2H)-furanone